BrC1=C(C=C(C(=O)N(C)C2C=3C4=C(C(NC3CNC2)=O)C=C(C(=C4)F)F)C=C1F)F 4-bromo-N-(8,9-difluoro-6-oxo-1,2,3,4,5,6-hexahydrobenzo[c][1,7]naphthyridin-1-yl)-3,5-difluoro-N-methylbenzamide